C(C=C)(=O)N1CCNC2=CC(=CC=C12)C=1C=2N(C=C(C1)C=1C=NN(C1)C)N=CC2C#N 4-(1-propenoyl-1,2,3,4-tetrahydroquinoxalin-6-yl)-6-(1-methyl-1H-pyrazol-4-yl)pyrazolo[1,5-a]pyridine-3-carbonitrile